(3-Cyanoimidazo[1,2-a]pyridin-6-yl)carbamic acid tert-butyl ester C(C)(C)(C)OC(NC=1C=CC=2N(C1)C(=CN2)C#N)=O